2,2-bis(bromomethyl)propane-1,3-diol BrCC(CO)(CO)CBr